2-(PROPAN-2-YL)PENTANOIC ACID CC(C)C(C(=O)O)CCC